ClC1=NC(=NC(=C1)N1CCOCC1)NC1CC(CC1)(F)F 4-chloro-N-(3,3-difluorocyclopentyl)-6-(morpholin-4-yl)pyrimidin-2-amine